S-dodecylthioethylamine C(CCCCCCCCCCC)SCCN